8,9-Dichloro-tetrazolo[5,1-a]phthalazine ClC=1C=C2C=NN3C(C2=CC1Cl)=NN=N3